3-(5-Bromo-6-chloro-1-(tetrahydro-2H-pyran-2-yl)-1H-indazol-3-yl)propyl methanesulfonate CS(=O)(=O)OCCCC1=NN(C2=CC(=C(C=C12)Br)Cl)C1OCCCC1